2-FLUORO-5-HYDROXYPYRIDINE-3-BORONIC ACID FC1=NC=C(C=C1B(O)O)O